C(C)(C)(C)OC(=O)N[C@@H](CC1=NC=C(C=C1)OCCOCCOCC)C(=O)OC methyl N-(tert-butoxycarbonyl)-3-{5-[2-(2-ethoxyethoxy)ethoxy] pyridin-2-yl}-L-alaninate